[Cs].C(CCCCCCC\C=C/CCCCCCCC)(=O)O oleic acid cesium